3-(hydroxymethyl)piperazine OCC1CNCCN1